C(C)(=O)OC(C(=O)Br)(C)C (2-bromo-1,1-dimethyl-2-oxo-ethyl) acetate